CN1N=CC=2NC(C=CC21)=O 1-methyl-1,4-dihydro-5H-pyrazolo[4,3-b]pyridin-5-one